2-[2-(difluoromethoxy)-3-pyridyl]-N-[2-(1H-indol-3-yl)ethyl]-7,8-dihydro-6H-pyrimido[5,4-b][1,4]oxazin FC(OC1=NC=CC=C1C1N=CC=2OCCNC2N1CCC1=CNC2=CC=CC=C12)F